NCCCNCC1=CC=C(C(=O)NC2=CC=C(C=C2)S(=O)(=O)N2CCN(CC2)C2=NC(=CC(=C2)Br)Cl)C=C1 4-[(3-Aminopropylamino)methyl]-N-[4-[4-(4-bromo-6-chloro-2-pyridyl)piperazin-1-yl]sulfonylphenyl]benzamide